2-(6-(5-chloro-2-((oxacyclohex-4-yl)amino)pyrimidin-4-yl)-1-oxoisoindolin-2-yl)propionic acid methyl ester COC(C(C)N1C(C2=CC(=CC=C2C1)C1=NC(=NC=C1Cl)NC1CCOCC1)=O)=O